N-[6-(5-chloro-1,3-benzoxazol-2-yl)spiro[3.3]heptan-2-yl]-2-(cyclopropylamino)pyridine-4-carboxamide ClC=1C=CC2=C(N=C(O2)C2CC3(CC(C3)NC(=O)C3=CC(=NC=C3)NC3CC3)C2)C1